trans-tert-butyl-3-amino-4-(4-(trifluoromethyl)phenethoxy)pyrrolidine-1-carboxylate C(C)(C)(C)OC(=O)N1C[C@H]([C@@H](C1)OCCC1=CC=C(C=C1)C(F)(F)F)N